C(C)(C)(C)OC(=O)N1C[C@H](CC1)OC1=CC(=CC(=C1)O)Cl (3S)-3-(3-chloro-5-hydroxy-phenoxy)pyrrolidine-1-carboxylic acid tert-butyl ester